CC1=C(C(=CC=C1)C)NC2=CC(=CC=C2)O 2,6-dimethyl-3'-hydroxydiphenylamine